FC=1C=C(C=CC1)C1=NOC(=N1)[C@H](C)N (1S)-1-[3-(3-fluorophenyl)-1,2,4-oxadiazol-5-yl]ethanamine